[O-]S(=O)(=O)C(F)(F)F.C[NH+]1C=C(C=C1)CCC 1-methyl-3-propylpyrrolium triflate